(E)-N'-(4-hydroxybenzylidene)-6-(4-methoxyphenyl)pyrazine-2-carbohydrazide OC1=CC=C(\C=N\NC(=O)C2=NC(=CN=C2)C2=CC=C(C=C2)OC)C=C1